ClC=1C(=NC(=NC1)NC1=C(C=C(C(=C1)C)N1CC2(C1)CCN(CC2)C)OC)NC2=C(C=C(C(=C2)C)C)P(C)(C)=O (2-((5-chloro-2-((2-methoxy-5-methyl-4-(7-methyl-2,7-diazaspiro[3.5]nonane-2-yl)phenyl)amino)pyrimidin-4-yl)amino)-4,5-dimethylphenyl)dimethylphosphine oxide